C(C)(C)OC=1C(=CC(=C(C1)C=1CCNCC1)C)[N+](=O)[O-] 4-(5-isopropoxy-2-methyl-4-nitrophenyl)-1,2,3,6-tetrahydropyridine